(3-(3,3-difluorocyclobutyl)-3H-[1,2,3]triazolo[4,5-b]pyridin-5-yl)amide FC1(CC(C1)N1N=NC=2C1=NC(=CC2)[NH-])F